FC=1C=C2C(C(=CN3C2=C(C1N1CCN(CC1)C)OCC3)CN([C@H]3CN(CCC3)C3=NC=CN=C3)CC=3C=NC=C(C3)C)=O (R)-9-fluoro-10-(4-methylpiperazin-1-yl)-6-((((5-methylpyridin-3-yl)methyl)(1-(pyrazin-2-yl)piperidin-3-yl)amino)methyl)-2,3-dihydro-7H-[1,4]oxazino[2,3,4-ij]quinolin-7-one